ClC1=CC=C(C(=O)NC2(CC(NC3=CC=CC=C23)=O)CCC(=O)O)C=C1 4-[(4-chlorobenzoyl)amino]-1,2-dihydro-2-oxo-4-quinolinepropanoic acid